COC(=O)C1(CC2C(CNC2)C1)C 5-methyl-octahydrocyclopenta[c]Pyrrole-5-carboxylic acid methyl ester